methyl (1S,5S)-2-(dimethylamino)bicyclo[3.1.0]hexane-1-carboxylate CN(C1[C@@]2(C[C@@H]2CC1)C(=O)OC)C